C(CCCCCCCCCCCCCCC(C)C)(=O)N Isostearamid